perfluorooctyl-chlorodimethylsilane FC([Si](C(F)(F)F)(Cl)C(C(C(C(C(C(C(C(F)(F)F)(F)F)(F)F)(F)F)(F)F)(F)F)(F)F)(F)F)(F)F